[C@H]12CNC[C@H](CC1)N2C2=NC(=NC1=CC(=CC=C21)C2=CC=CC1=CC=CC=C21)OC[C@H]2N(CCC2)C 4-((1R,5S)-3,8-diazabicyclo[3.2.1]octan-8-yl)-2-(((S)-1-methylpyrrolidin-2-yl)methoxy)-7-(naphthalen-1-yl)quinazoline